FC(C1=C(C=CC=C1)C(C)=O)(F)F 2'-trifluoromethylacetophenone